1-[(5S,7S)-7-fluoro-5-phenyl-6,7-dihydro-5H-pyrrolo[1,2-b][1,2,4]triazol-2-yl]-5-methyl-pyrazole-4-carbonitrile F[C@H]1C[C@H](N2N=C(N=C21)N2N=CC(=C2C)C#N)C2=CC=CC=C2